C(C)OC1=CC=CC=C1 p-ethoxybenzene